3-(6,6-dimethyl-4-bicyclo[3.1.1]hept-3-enyl)propanal CC1(C2C(=CCC1C2)CCC=O)C